butyl 2-(6-bromoquinazolin-4-yl)-2,7-diazaspiro[3.5]nonane-7-carboxylate BrC=1C=C2C(=NC=NC2=CC1)N1CC2(C1)CCN(CC2)C(=O)OCCCC